NC1=C2N=CN(C2=NC(=N1)F)[C@H]1C[C@@H]([C@@](O1)(C#C)COP(=O)(OCC(=O)OCCCCCCCCCCCC)N[C@@H](CC1=CC=CC=C1)C(=O)OCCCCCCCCCCCC)O Dodecyl ((((2R,3S,5R)-5-(6-amino-2-fluoro-9H-purin-9-yl)-2-ethynyl hydroxytetrahydrofuran-2-yl)methoxy)(2-(dodecyloxy)-2-oxoethoxy)phosphoryl)-L-phenylalaninate